2-(2-methyl-5-nitro-imidazol-1-yl)-ethanol CC=1N(C(=CN1)[N+](=O)[O-])CCO